C(CCCCCCCCCCCCCCC)CCN cetylethylamine